N[C@H]1[C@@H]2N(C[C@H]1CC2)C(=O)C2=CC1=C(N(C(=N1)C=1N(C3=CC(=CC=C3C1)C=1C=C3C=CNC(C3=CC1)=O)CC1CC1)C)C(=C2)OC 6-(2-{5-[(1R,4R,7R)-7-amino-2-azabicyclo[2.2.1]heptane-2-carbonyl]-7-methoxy-1-methyl-1H-1,3-benzodiazol-2-yl}-1-(cyclopropylmethyl)-1H-indol-6-yl)-1,2-dihydroisoquinolin-1-one